N1N=CC(=C1)C1=CC=C(O1)C(=O)NC=1C(=NN(C1)C1CC(C1)OCC(F)(F)F)C1=NC=CC=C1 5-(1H-pyrazol-4-yl)-N-(3-(pyridin-2-yl)-1-(3-(2,2,2-trifluoroethoxy)cyclobutyl)-1H-pyrazol-4-yl)furan-2-carboxamide